dimethyl-(dodecenyl)amine CN(C=CCCCCCCCCCC)C